C(C)OC(=O)C1CCN(CC1)C=1C=C(C=CC1)C1=CC=C(C=C1)F 1-(4'-fluoro-[1,1'-biphenyl]-3-yl)piperidine-4-carboxylic acid ethyl ester